FC(C=1C=C(NC1)C=1C(=CC=NC1)O)(F)F 5-(4-(trifluoromethyl)-1H-pyrrol-2-yl)pyridin-4-ol